1-Hydroxy-cyclohexylphenylketone OC1(CCCCC1)C1=C(C=CC=C1)C(=O)C1=C(C=CC=C1)C1(CCCCC1)O